tert-butyl (1R,5S,6s)-6-((2-chloro-5-nitropyridin-4-yl)amino)-3-azabicyclo[3.1.0]hexane-3-carboxylate ClC1=NC=C(C(=C1)NC1[C@@H]2CN(C[C@H]12)C(=O)OC(C)(C)C)[N+](=O)[O-]